2,5-dichloro-7-(3-((1-(2,6-dimethylpyridin-3-yl)-5-methyl-4-nitro-1H-pyrazol-3-yl)oxy)-2-fluoropropyl)-7H-pyrrolo[2,3-d]pyrimidine ClC=1N=CC2=C(N1)N(C=C2Cl)CC(COC2=NN(C(=C2[N+](=O)[O-])C)C=2C(=NC(=CC2)C)C)F